C(C)(C)(C)SNC([O-])=O tert-butylsulfanylcarbamate